BrC=1C(=NN(C1)C1=C(C=C(C=C1F)[N+](=O)[O-])F)C1=CC=NC=C1 4-[4-bromo-1-(2,6-difluoro-4-nitrophenyl)pyrazol-3-yl]pyridine